n-Propyltriethoxy-silan C(CC)[Si](OCC)(OCC)OCC